C12CN(CC2C1)C1=CC(=CC(=N1)N1N=CC=2C(=NC(=CC21)C=2C=NC=CC2OC)C)N2[C@@H]([C@H](C2)CS(=O)(=O)C)C 1-(6-(3-Azabicyclo[3.1.0]hexan-3-yl)-4-((2R,3S)-2-methyl-3-((methylsulfonyl)methyl)azetidin-1-yl)pyridin-2-yl)-6-(4-methoxypyridin-3-yl)-4-methyl-1H-pyrazolo[4,3-c]pyridine